T-butyl 2,7-diazaspiro[3.5]nonane-2-carboxylate C1N(CC12CCNCC2)C(=O)OC(C)(C)C